OC12CCC(CC1)(C2)NC2=NC(=NC=C2C2(CC2)C(=O)[O-])SC 1-(4-((4-hydroxybicyclo[2.2.1]heptan-1-yl)amino)-2-(methylthio)pyrimidin-5-yl)cyclopropane-1-carboxylate